ClC1=CC(=CC(=C1C1=CC=CC=C1)C=1C=CC=2C(C3=CC=CC=C3C2C1)(C)C)C1=CC=CC=C1 3-(6'-Chloro-[1,1':4',1''-terphenyl]-2'-yl)-9,9-dimethyl-9H-fluorene